2-chloro-N-methyl-N-(thien-2-yl)quinazolin-4-amine ClC1=NC2=CC=CC=C2C(=N1)N(C=1SC=CC1)C